ClC1=C(C=CC=C1C1=NN2C(C(N(C(=C2)C)CCN2CCNCC2)=O)=C1)C1=C(C(=CC=C1)C1=NN2C(C(N(C(=C2)C)CCN2CCNCC2)=O)=C1)Cl 2,2'-(2,2'-dichloro-[1,1'-biphenyl]-3,3'-diyl)bis(6-methyl-5-(2-(piperazin-1-yl)ethyl)pyrazolo[1,5-a]pyrazin-4(5H)-one)